BrC=1C=C2C=NC(=NC2=C(C1)F)C1OCCC1 6-bromo-8-fluoro-2-(tetrahydrofuran-2-yl)quinazoline